C(C1=CC=CC=C1)(=O)N1CC2=CN=C(C=C2CC1)OCC1=C(N=NN1C)C=1C=NC(=CC1)C 2-benzoyl-6-{[1-methyl-4-(6-methylpyridin-3-yl)-1H-1,2,3-triazol-5-yl]methoxy}-1,2,3,4-tetrahydro-2,7-naphthyridine